ClC1=C(C(=O)N2CCC(CC2)(CC#N)N2N=CC(=C2)C2=CC=CC=3N2N=C(N3)NC(=O)C3CC3)C=CC=C1 N-(5-(1-(1-(2-chlorobenzoyl)-4-(cyanomethyl)piperidin-4-yl)-1H-pyrazol-4-yl)-[1,2,4]triazolo[1,5-a]pyridin-2-yl)cyclopropylcarboxamide